rac-tert-butyl (5R,7S,8S)-8-(1,3-dioxoisoindolin-2-yl)-7-methyl-2-azaspiro[4.5]decane-2-carboxylate O=C1N(C(C2=CC=CC=C12)=O)[C@@H]1[C@H](C[C@@]2(CCN(C2)C(=O)OC(C)(C)C)CC1)C |r|